Cl.N[C@@H]1CC[C@H](CC1)C1CN(C(O1)=O)C=1C=CC=2OCC(NC2N1)=O 6-[5-(trans-4-aminocyclohexyl)-2-oxo-1,3-oxazolidin-3-yl]-4H-pyrido[3,2-b][1,4]oxazin-3-one hydrochloride